C1(CC1)COC=1C=C(C(=O)O)C=CC1CNS(=O)(=O)C 3-(cyclopropylmethoxy)-4-(methylsulfonylaminomethyl)-benzoic acid